CC1=C(C=NC(=C1)C(CC)=O)C=1C=NC2=CC(=NC=C2C1)NC(OC(C)(C)C)=O tert-butyl N-[3-(4-methyl-6-propanoylpyridin-3-yl)-1,6-naphthyridin-7-yl]carbamate